CN1N=NC2=C1C=CC(=C2C)C(CC(=O)OCC)C=2C=C(C1=C(C=CS1)C2)CN2C[C@H](OC1=C(C2)N=C(C=C1)F)CC ethyl 3-(1,4-dimethyl-1H-benzotriazol-5-yl)-3-(7-{[(2R)-2-ethyl-7-fluoro-2,3-dihydropyrido[2,3-f][1,4]oxazepin-4(5H)-yl]methyl}-1-benzothiophen-5-yl)propanoate